CN1N=CC(=C1)N 1-methyl-pyrazol-4-amine